ClC1=C(C=CC(=C1)C(F)(F)F)C1=C(C2=CN(N=C2C=C1)[C@@H](CC(C)C)C1=CC=C(C(=O)NCCC(=O)O)C=C1)C 3-[[4-[(1S)-1-[5-[2-chloro-4-(trifluoromethyl)phenyl]-4-methyl-indazol-2-yl]-3-methyl-butyl]benzoyl]amino]propanoic acid